(4Z)-4-(1,3-benzoxazol-6-ylmethylene)-2-(cycloheptylamino)-1H-imidazol-5-one O1C=NC2=C1C=C(C=C2)\C=C\2/N=C(NC2=O)NC2CCCCCC2